di-n-butyl dilaurate C(CCCCCCCCCCC)(=O)OCCCC.C(CCCCCCCCCCC)(=O)OCCCC